ClC1=CC=C(C=C1)C1=CC(=CC=C1)B1OC(C(O1)(C)C)(C)C 2-(4'-chloro-[1,1'-biphenyl]-3-yl)-4,4,5,5-tetramethyl-1,3,2-dioxaborolane